tert-butyl 2-methyl-5-(3-nitrophenyl)-1H-pyrrole-1-carboxylate CC=1N(C(=CC1)C1=CC(=CC=C1)[N+](=O)[O-])C(=O)OC(C)(C)C